tert-butyl (2R,3S)-3-hydroxy-2-(1-(m-tolyl)-1H-imidazol-2-yl)pyrrolidine-1-carboxylate O[C@@H]1[C@H](N(CC1)C(=O)OC(C)(C)C)C=1N(C=CN1)C=1C=C(C=CC1)C